Cl.FC1=C(C=C(C=C1F)F)NN (2,3,5-trifluorophenyl)hydrazine hydrochloride